C(C)(C)(C)OC(=O)N1C2CN(C(C1)C2)CCCl 5-(2-chloroethyl)-2,5-diazabicyclo[2.2.1]heptane-2-carboxylic acid tert-butyl ester